5-(trifluoromethyl)-2,3-dihydro-1H-isoindole FC(C=1C=C2CNCC2=CC1)(F)F